5-Bromo-2-(2-cyclopropyl-1-(4-iodo-1H-pyrazol-1-yl)ethyl)pyridine BrC=1C=CC(=NC1)C(CC1CC1)N1N=CC(=C1)I